3-(5-(3-chlorophenyl)Oxazol-2-yl)-5-(1-(piperidin-4-yl)-1H-pyrazol-4-yl)pyridin-2-amine ClC=1C=C(C=CC1)C1=CN=C(O1)C=1C(=NC=C(C1)C=1C=NN(C1)C1CCNCC1)N